tert-butyl (3S,4r,5R)-3,4,5-trihydroxypiperidine-1-carboxylate O[C@H]1CN(C[C@H](C1O)O)C(=O)OC(C)(C)C